(E)-3-fluoro-4-(2-methoxy-2-oxoethylidene)piperidine-1-carboxylic acid tert-butyl ester C(C)(C)(C)OC(=O)N1CC(/C(/CC1)=C/C(=O)OC)F